C(=O)(O)[C@H](CC(=O)C1=CC2=C(S1)C=C(C(=C2F)OCCCNC2=CC1=C(SC(=C1)C(C[C@@H](C(=O)O)C)=O)C=C2OC)OC)C (S)-4-(5-((3-((2-((S)-3-carboxybutanoyl)-4-fluoro-6-methoxybenzo[b]thiophen-5-yl)oxy)propyl)amino)-6-methoxybenzo[b]thiophen-2-yl)-2-methyl-4-oxobutanoic acid